(2R,3R,4R,5R,6S)-6-(allyloxy)-5-amino-2-((4-(hydroxymethyl)-1H-1,2,3-triazol-1-yl)methyl)tetrahydro-2H-pyran-3,4-diol C(C=C)O[C@@H]1[C@@H]([C@H]([C@H]([C@H](O1)CN1N=NC(=C1)CO)O)O)N